(2-((1r,4r)-4-(methoxymethyl)cyclohexyl)quinolin-6-yl)methanol COCC1CCC(CC1)C1=NC2=CC=C(C=C2C=C1)CO